(5R)-N-[(3S)-9-fluoro-2-oxo-5-phenyl-1,3-dihydro-1,4-benzodiazepin-3-yl]-2-[1-(2-hydroxy-2-methylpropyl)pyrazol-4-yl]-5-methyl-6,7-dihydro-5H-pyrazolo[5,1-b][1,3]oxazine-3-carboxamide FC1=CC=CC=2C(=N[C@@H](C(NC21)=O)NC(=O)C=2C(=NN1C2O[C@@H](CC1)C)C=1C=NN(C1)CC(C)(C)O)C1=CC=CC=C1